FC(C1=NN=C(S1)C1=NC=C2N1C=C(C=C2)S(=O)(=O)NC2(CC2)CF)F 3-(5-(difluoromethyl)-1,3,4-thiadiazol-2-yl)-N-(1-(fluoromethyl)cyclopropyl)imidazo[1,5-a]pyridine-6-sulfonamide